(1R,3R)-3-((S)-2-((S)-(4-chlorophenyl)(hydroxy)methyl)-6-(methoxycarbonyl)-7-methyl-6,7,8,9-tetrahydro-3H-imidazo[4,5-f]quinolin-3-yl)cyclohexane-1-carboxylic acid ClC1=CC=C(C=C1)[C@@H](C=1N(C=2C(=C3CC[C@@H](N(C3=CC2)C(=O)OC)C)N1)[C@H]1C[C@@H](CCC1)C(=O)O)O